Diammonium orthophosphate P(=O)([O-])([O-])O.[NH4+].[NH4+]